(Z)-2-chloro-N-hydroxypyrimidine-5-carbonyl chloride ClC1N(C=C(C=N1)C(=O)Cl)O